8-(trifluoromethyl)-8-thiatricyclo[7.4.0.0^[2,7]]trideca-1(9),2,4,6,10,12-hexaen-8-ium triflate [O-]S(=O)(=O)C(F)(F)F.FC([S+]1C2=CC=CC=C2C=2C=CC=CC12)(F)F